4-(6-amino-2-chloro-9H-purin-9-yl)-N-(5-chloro-1,3-thiazol-2-yl)cyclohexanecarboxamide NC1=C2N=CN(C2=NC(=N1)Cl)C1CCC(CC1)C(=O)NC=1SC(=CN1)Cl